F[P-](F)(F)(F)(F)F.CN(C)C(ON1N=NC=2C1=NC=CC2)=[NH+]C N-[(dimethylamino)(3H-[1,2,3]triazolo[4,5-b]pyridin-3-yloxy)methylene]-N-methyl-ammonium hexafluorophosphate